C(#N)C1=CC=C(C(=O)C2=C(C(=C3C=CC=CN23)N2C(C=CC=C2)=O)C2=C(C#N)C=CC=C2)C=C1 (3-(4-Cyanobenzoyl)-1-(2-Oxopyridin-1(2H)-yl)indolizin-2-yl)benzonitrile